OC1(CN(C1)C1=C(C=C(C=N1)OCCN1CCC2(CC1)C(NC1=CC=C(C=C12)C#N)=O)C(F)(F)F)C 1'-(2-{[6-(3-hydroxy-3-methylazetidin-1-yl)-5-(trifluoromethyl)pyridin-3-yl]oxy}ethyl)-2-oxo-1,2-dihydrospiro[indole-3,4'-piperidine]-5-carbonitrile